C(C)N(S(=O)(=O)C=1SC(=CC1)C)[C@@H](C(F)(F)F)C1=CC=C(C=C1)F (R)-N-ethyl-5-methyl-N-(2,2,2-trifluoro-1-(4-fluorophenyl)ethyl)thiophene-2-sulfonamide